C(=C)OC(CI)=O iodoacetic acid vinylester